5-chloro-N-(2,2-difluoro-3-hydroxypropyl)-7-oxo-7,8-dihydro-6H-spiro[[1,3]oxazolo[5,4-f]quinazoline-9,1'-cyclohexane]-2-carboxamide ClC=1C=C2C(=C3C1NC(NC31CCCCC1)=O)OC(=N2)C(=O)NCC(CO)(F)F